FC=1C=CC(=C(C(=O)N2[C@@H](COC[C@H]2C)C)C1)C=1C=2N(C=C(C1)C1CN(C1)CC1CCC(CC1)N1N=CN=C1)C(=NC2F)C (3R,5R)-4-{5-fluoro-2-[1-fluoro-3-methyl-6-(1-{[(1r,4r)-4-(1H-1,2,4-triazol-1-yl)cyclohexyl]methyl}azetidin-3-yl)imidazo[1,5-a]pyridin-8-yl]benzoyl}-3,5-dimethylmorpholine